Methyl-1-(3-cyano-1-isopropyl-1H-indol-5-yl)-1H-pyrazole-4-carboxylate COC(=O)C=1C=NN(C1)C=1C=C2C(=CN(C2=CC1)C(C)C)C#N